COC1=CC=C(CN2N=C3C(=C(C2=O)C(F)(F)F)CCC3CNCC(=O)N3CCN(CC3)C3=NC=C(C#N)C=C3)C=C1 6-(4-(((2-(4-methoxybenzyl)-3-oxo-4-(trifluoromethyl)-3,5,6,7-tetrahydro-2H-cyclopenta[c]pyridazin-7-yl)methyl)glycinyl)piperazin-1-yl)nicotinonitrile